BrCC(=O)C=1SC=CC1 2-bromo-1-(thiophen-2-yl)ethanone